ClC1=CC(=C(C=C1[N+](=O)[O-])N1CCNCC1)OC 1-(4-chloro-2-methoxy-5-nitrophenyl)piperazine